Cl[O-].[Li+] lithium hypochlorite salt